The molecule is an arabinono-1,4-lactone. It has a role as a Saccharomyces cerevisiae metabolite. It derives from a D-arabinonic acid. It is an enantiomer of a L-arabinono-1,4-lactone. C([C@@H]1[C@H]([C@@H](C(=O)O1)O)O)O